2-(2,4-dichlorophenoxy)-N-(4'-(methoxymethyl)-[1,1'-biphenyl]-4-yl)-2-methylpropanamide ClC1=C(OC(C(=O)NC2=CC=C(C=C2)C2=CC=C(C=C2)COC)(C)C)C=CC(=C1)Cl